N1N=CC=2C1=NC=C(N2)C(=O)N2CC(CCC2)COC=2C(=NC=CC2)C(F)(F)F (1H-pyrazolo[3,4-b]pyrazin-5-yl)(3-(((2-(trifluoromethyl)pyridin-3-yl)oxy)methyl)piperidin-1-yl)methanone